(NZ)-N-[3-(2-chloro-6-hydroxy-phenyl)thiazolidin-2-ylidene]-1H-pyrrolo[2,3-b]pyridine-3-carboxamide ClC1=C(C(=CC=C1)O)N1/C(/SCC1)=N/C(=O)C1=CNC2=NC=CC=C21